1,3-bis-(Boc-amino)-2-hydroxypropane C(=O)(OC(C)(C)C)NCC(CNC(=O)OC(C)(C)C)O